(6-Chloro-4-cyclohexyl-7-fluoro-1H-indol-2-yl)(4-(3-methoxypyridin-2-yl)piperazin-1-yl)methanone ClC1=CC(=C2C=C(NC2=C1F)C(=O)N1CCN(CC1)C1=NC=CC=C1OC)C1CCCCC1